NC=1C=CC(=C2CN(C(C12)=O)C(C=C)=O)C=1C=C2C(=NNC2=CC1)C1=CSC=C1 7-amino-2-(prop-2-enoyl)-4-[3-(thiophen-3-yl)-1H-indazol-5-yl]-2,3-dihydro-1H-isoindol-1-one